ClC1=CC=C(C(=N1)C=1C=CC2=C(C=NOB2O)C1C)N[C@H](C)C=1C=C(C=C2C(C(=C(OC12)C(C)C)C)=O)C (R)-8-(1-((6-chloro-2-(1-hydroxy-5-methyl-1H-benzo[d][1,2,6]oxazaborinin-6-yl)pyridin-3-yl)amino)ethyl)-2-isopropyl-3,6-dimethyl-4H-chromen-4-one